FP1(OC=C(NO1)C#C)=O 2-fluoro-5-ethynyl-1,3,4,2-dioxazaphosphine-2-oxide